6-[(R)-1H-benzimidazol-2-yl-(5-fluoro-2-hydroxy-phenyl)methyl]-2-[4-(1-Methyl-4-piperidinyl)phenyl]Thieno[2,3-c]Pyridin-7-one N1C(=NC2=C1C=CC=C2)[C@H](N2C(C1=C(C=C2)C=C(S1)C1=CC=C(C=C1)C1CCN(CC1)C)=O)C1=C(C=CC(=C1)F)O